ClC1=C(C=C(C=C1)F)C(=O)C1=C(C2=C(SC=C2)C=C1Br)Br (2-chloro-5-fluorophenyl)(4,6-dibromobenzo[b]thiophen-5-yl)methanone